OC1=C(C(=CC=C1C)C)C1=C(C=CC2=CC=CC=C12)C#N (S)-1-(2-hydroxy-3,6-dimethylphenyl)-2-naphthonitrile